C1(=CC=CC=C1)N(P(C1=CC=C(C=C1)[Si](CCCC)(CCCC)CCCC)C1=C(C=CC=C1)C)P(C1=CC=C(C=C1)[Si](CCCC)(CCCC)CCCC)C1=C(C=CC=C1)C N-phenyl-1-(o-tolyl)-N-(o-tolyl(4-(tributylsilyl)phenyl)phosphaneyl)-1-(4-(tributylsilyl)phenyl)phosphanamine